N-((1-(2-oxo-2-(phenylamino)ethyl)piperidin-4-yl)methyl)benzamide O=C(CN1CCC(CC1)CNC(C1=CC=CC=C1)=O)NC1=CC=CC=C1